N-(3-(9H-carbazol-1-yl)-4-methylphenyl)-N-(4-(pyridin-2-yl)phenyl)-[1,1':3',1''-terphenyl]-5'-amine C1(=CC=CC=2C3=CC=CC=C3NC12)C=1C=C(C=CC1C)N(C=1C=C(C=C(C1)C1=CC=CC=C1)C1=CC=CC=C1)C1=CC=C(C=C1)C1=NC=CC=C1